ClC1=C2C(=NN(C2=CC=C1)CC1=CC=C(C=C1)C(F)(F)F)N 4-chloro-1-(4-(trifluoromethyl)benzyl)-1H-indazol-3-amine